methyl 2-{2-chloroimidazo[1,5-b]pyridazin-4-yl}-2-methanesulfonylacetate ClC=1C=C(C=2N(N1)C=NC2)C(C(=O)OC)S(=O)(=O)C